((1s,4s)-4-((5-(1-(2,2-difluoroethyl)-1H-benzo[d][1,2,3]triazol-6-yl)-7H-pyrrolo[2,3-d]pyrimidin-2-yl)amino)cyclohexyl)(pyrrolidin-1-yl)methanone FC(CN1N=NC2=C1C=C(C=C2)C2=CNC=1N=C(N=CC12)NC1CCC(CC1)C(=O)N1CCCC1)F